trimethylolpropane tris[3-(aziridin-1-yl) propionate] N1(CC1)CCC(=O)O.N1(CC1)CCC(=O)O.N1(CC1)CCC(=O)O.C(O)C(CC)(CO)CO